6-Chloro-3-((4-hydroxy-1-(1-methylcyclopropanecarbonyl)piperidin-4-yl)methyl)-7-(3-(1-methyl-1H-pyrazol-5-yl)phenyl)-3H-pyrrolo[2,3-d]pyrimidin-4(7H)-one ClC1=CC2=C(N=CN(C2=O)CC2(CCN(CC2)C(=O)C2(CC2)C)O)N1C1=CC(=CC=C1)C1=CC=NN1C